(S)-4-((2-Hydroxyethyl)sulfonamido)-N-(2-(3-hydroxypiperidin-1-yl)-6-methylpyrimidin-4-yl)-2-(6-azaspiro[2.5]octan-6-yl)benzamide OCCS(=O)(=O)NC1=CC(=C(C(=O)NC2=NC(=NC(=C2)C)N2C[C@H](CCC2)O)C=C1)N1CCC2(CC2)CC1